CC(C(=O)N1OCC[C@H]1C1=CC=CC=C1)(C)C 2,2-dimethyl-1-[(3S)-3-phenyl-1,2-oxazolidin-2-yl]propan-1-one